2-(((diphenylmethylene)amino)-4-methylthiazol-5-yl)-4-(trifluoromethyl)-3,4-dihydroisoquinolinone C1(=CC=CC=C1)C(C1=CC=CC=C1)=NC=1SC(=C(N1)C)N1C(C2=CC=CC=C2C(C1)C(F)(F)F)=O